(E)-N8-hydroxy-N1-(2-(1-methylpyrrolidin-2-yl)ethyl)-2-((naphthalen-1-yloxy)methyl)-2-octenediamide ONC(CCCC/C=C(/C(=O)NCCC1N(CCC1)C)\COC1=CC=CC2=CC=CC=C12)=O